N-methyl-N,N-diethyl-N-(2-methoxyethyl)ammonium C[N+](CCOC)(CC)CC